O1C(=CC(=S)C2=CC=CC=C12)C1=CC=CC=C1 thioflavone